alpha-[[(2-hydroxyethyl)amino]methyl]benzyl alcohol OCCNCC(C1=CC=CC=C1)O